ClC1=C(C=C2C=C(N=CC2=C1)NC(=O)[C@H]1[C@@H]([C@@H]1C1=NC=CC=C1)CC)N1CCN(CC1)[C@]1(COC[C@H]1F)C (1S,2R,3S)-N-[7-chloro-6-[4-((3S,4S)-4-fluoro-3-methyl-tetrahydrofuran-3-yl)piperazin-1-yl]-3-isoquinolyl]-2-ethyl-3-(2-pyridyl)cyclopropanecarboxamide